C(#N)C=1C=C(C=NC1OC)C1CN(CCC1(F)F)C(=O)OC(C)(C)C tert-butyl 3-(5-cyano-6-methoxypyridin-3-yl)-4,4-difluoropiperidine-1-carboxylate